2-AMINO-5-FLUORO-PYRIDINE-3-CARBALDEHYDE NC1=NC=C(C=C1C=O)F